1-octyl-3-ethylpyrrolidinium acetate C(C)(=O)[O-].C(CCCCCCC)[NH+]1CC(CC1)CC